N-(3-(2-(bicyclo[2.1.1]hexan-1-yl)-5-(2-((2,2-dioxido-2-thiaspiro[3.3]heptan-6-yl)amino)pyrimidin-4-yl)thiazol-4-yl)-2-fluorophenyl)-2,6-difluorobenzenesulfonamide C12(CCC(C1)C2)C=2SC(=C(N2)C=2C(=C(C=CC2)NS(=O)(=O)C2=C(C=CC=C2F)F)F)C2=NC(=NC=C2)NC2CC1(CS(C1)(=O)=O)C2